C(C)S(=O)(=O)C=1C=C(C=NC1C1=NC=2C(=NC=C(C2)C(F)(F)F)N1C)C(=NO)N 5-ethylsulfonyl-N'-hydroxy-6-(3-methyl-6-trifluoromethyl-3H-imidazo[4,5-b]pyridin-2-yl)pyridine-3-carboxamidine